N1=CC(=CC=C1)[C@H]1[C@@H](C1)C(=O)O trans-2-(3-pyridyl)cyclopropanecarboxylic acid